N1(CCCCC1)C(O)CN piperidinylethanolamine